(S)-2-(3-(4-(benzyloxy)phenyl)-2-((tert-butyldimethylsilyl)oxy)propyl)isoindoline-1,3-dione C(C1=CC=CC=C1)OC1=CC=C(C=C1)C[C@@H](CN1C(C2=CC=CC=C2C1=O)=O)O[Si](C)(C)C(C)(C)C